FC1=C(C=CC(=C1C=1C=CC=2N(C1)C=NC2C2=NN=CN2COCC[Si](C)(C)C)F)NS(=O)(=O)C=2C(=NC=C(C2)F)C N-[2,4-difluoro-3-[1-(4-[[2-(trimethylsilyl)ethoxy]methyl]-1,2,4-triazol-3-yl)imidazo[1,5-a]pyridin-6-yl]phenyl]-5-fluoro-2-methylpyridine-3-sulfonamide